1-(5-bromo-3-chloropyridin-2-yl)-2,2-difluoroethane-1-one BrC=1C=C(C(=NC1)C(C(F)F)=O)Cl